3',3-diaminobenzidine NC=1C=C(C2=CC(=C(N)C=C2)N)C=CC1N